CO[Si](O[Si](O[Si](O)(C)C)(C)C)(C)C 5-methoxy-1,1,3,3,5,5-hexamethyl-1-hydroxytrisiloxane